(Z)-5-benzyl-3-butylthiazolidine C(C1=CC=CC=C1)C1CN(CS1)CCCC